3-(4-(5-bromo-4-methylpyrimidin-2-yl)-5-cyclopropylisoxazol-3-yl)-1-(tert-butyl)-1H-pyrazolo[3,4-d]pyrimidin-4-amine BrC=1C(=NC(=NC1)C=1C(=NOC1C1CC1)C1=NN(C2=NC=NC(=C21)N)C(C)(C)C)C